ClC1=C(C=CC(=O)O)C=C(C(=C1OC)OC)OC 2-chloro-3,4,5-trimethoxycinnamic acid